FC=1C=2N(C=C(C1)NC(=O)C1=CC=C(C3=C1N=C(O3)OCCOC)N3CCN(CC3)C(=O)OC(C)(C)C)C=C(N2)C tert-butyl 4-[4-({8-fluoro-2-methylimidazo[1,2-a]pyridin-6-yl}carbamoyl)-2-(2-methoxyethoxy)-1,3-benzoxazol-7-yl]piperazine-1-carboxylate